4,6-diethyl-2-methyl-1,3-diaminobenzene C(C)C1=C(C(=C(C(=C1)CC)N)C)N